C(C)OC(CC1CC2(CN(C2)C(=O)OCCCC)C1)=O butyl 6-(2-ethoxy-2-oxo-ethyl)-2-azaspiro[3.3]heptane-2-carboxylate